(t-butoxycarbonyl)-L-glutamine C(C)(C)(C)OC(=O)N[C@@H](CCC(N)=O)C(=O)O